N-(5-((6-((R)-3-(3-chloro-4-fluorophenyl)-isoxazolidine-2-yl)pyrimidine-4-yl)amino)-4-methoxy-2-morpholinophenyl)acrylamide ClC=1C=C(C=CC1F)[C@@H]1N(OCC1)C1=CC(=NC=N1)NC=1C(=CC(=C(C1)NC(C=C)=O)N1CCOCC1)OC